C(C)(C)(C)N1N=NC(=C1)C(=O)NCC1=C(C=C(C=C1)C1=C(C=NC=C1)N1CCOCC(C1)N(C(OC(C)(C)C)=O)C)C.S1C(=CC=C1)C=CC=1SC=CC1 dithienyl ethylene tert-butyl (4-(4-(4-((1-(tert-butyl)-1H-1,2,3-triazole-4-carboxamido)methyl)-3-methylphenyl)pyridin-3-yl)-1,4-oxazepan-6-yl)(methyl)carbamate